1,3-propanediol monocaprylate C(CCCCCCC)(=O)OCCCO